(R)-6-(4-chlorobenzyl)-9-isopropyl-2-(pyridin-2-yl)-2,6,9-triazaspiro[4.5]decane-7,10-dione ClC1=CC=C(CN2[C@@]3(CCN(C3)C3=NC=CC=C3)C(N(CC2=O)C(C)C)=O)C=C1